NC(CCN1N=C(C=C1C(=O)OCC)C(F)F)=O ethyl 1-(3-amino-3-oxopropyl)-3-(difluoromethyl)-1H-pyrazole-5-carboxylate